FC1=CC=C(C=C1)C1=C(C=C2C(NC(NC2=C1SC[C@H](CO)OCOC)=O)=O)C(F)(F)F (S)-7-(4-fluorophenyl)-8-((3-hydroxy-2-(methoxymethoxy)propyl)thio)-6-(trifluoromethyl)quinazoline-2,4(1H,3H)-dione